N(=O)[O-].[K+].[Co+3].N(=O)[O-].N(=O)[O-].N(=O)[O-] cobalt(III) potassium nitrite